BrC1=CC=CC2=C1SC(=C2C(C(F)(F)F)O[Si](C)(C)C(C)(C)C)C#N 7-bromo-3-(1-((tert-butyldimethylsilyl)oxy)-2,2,2-trifluoroethyl)benzo[b]thiophene-2-carbonitrile